(R)-3-(3-chloro-4-fluorophenyl)-1-methyl-1-(5-oxo-2,3,4,5-tetrahydro-1H-cyclopenta[c]isoquinolin-1-yl)urea ClC=1C=C(C=CC1F)NC(N([C@@H]1CCC=2NC(C=3C=CC=CC3C21)=O)C)=O